C12(C(=O)CC(CC1)C2(C)C)CS(=O)(=O)[O-] (rac)-camphorsulfonate